ethyl 4-bromo-5-(3,4-difluorophenyl)-1-(2-fluorophenyl)-1H-pyrazole-3-carboxylate Ethyl-5-(3,4-difluorophenyl)-1-(2-fluorophenyl)-1H-pyrazole-3-carboxylate C(C)OC(=O)C1=NN(C(=C1)C1=CC(=C(C=C1)F)F)C1=C(C=CC=C1)F.BrC=1C(=NN(C1C1=CC(=C(C=C1)F)F)C1=C(C=CC=C1)F)C(=O)OCC